N1,N4-bis(5-aminopyridin-2-yl)-N1,N4-dimethylsuccinamide NC=1C=CC(=NC1)N(C(CCC(=O)N(C)C1=NC=C(C=C1)N)=O)C